5-hydroxylmethyluracil OCC=1C(NC(NC1)=O)=O